(S)-7-isopropyl-4,8-dimethyl-2-(((1-(3,4,5-trifluorobenzyl)-1H-1,2,3-triazol-4-yl)methyl)amino)-7,8-dihydropteridin-6(5H)-one C(C)(C)[C@H]1C(NC=2C(=NC(=NC2N1C)NCC=1N=NN(C1)CC1=CC(=C(C(=C1)F)F)F)C)=O